OC1COC(=C(C1)OC(=O)C)C 2,3-dihydro-3-hydroxy-5-acetoxyl-6-methyl-4H-pyran